(3-((3,5-dimethyl-4-(2-(4-methylpiperazin-1-yl)acetamido)-1H-pyrrol-2-yl)methylene)-2-oxindol-6-yl)-2,2-dimethylpropanediamide CC1=C(NC(=C1NC(CN1CCN(CC1)C)=O)C)C=C1C(NC2=CC(=CC=C12)NC(C(C(=O)N)(C)C)=O)=O